difluoromethyl-thiochromanone FC(F)C1C(SC2=CC=CC=C2C1)=O